2-methyl-2-(2-sulfamoyl-vinyl)pyrrolidine-1-carboxylic acid tert-butyl ester C(C)(C)(C)OC(=O)N1C(CCC1)(C=CS(N)(=O)=O)C